C(CC)C1N2CCC(C1)CC2 Propylquinuclidin